B1(O[B-]2(OB(O[B-](O1)(O2)O)O)O)O.O.O.O.O.O.O.O.O.[Na+].[Na+] The molecule is a hydrate that is the octahydrate form of disodium tetraborate. It is a hydrate and a mineral. It contains a disodium tetraborate.